CNC=1OC2=C(N1)C=C(C=C2)F N-methyl(5-fluoro-1,3-benzoxazol-2-yl)amine